ClC1=C(CN2C3=C(OCC2=O)C=C(C=C3)NC(=O)NC3=CNC2=CC=CC=C32)C(=CC=C1)F 1-(4-(2-Chloro-6-fluorobenzyl)-3-oxo-3,4-dihydro-2H-benzo[b][1,4]oxazin-7-yl)-3-(1H-indol-3-yl)urea